NC1=CC(=NC=2N1N=C(C2CC)C)NCCC2=NN(C=C2)C2C(CC2)CO (-)-7-amino-3-ethyl-5-((2-(1-(2-(hydroxymethyl)cyclobutyl)-1H-pyrazol-3-yl)ethyl)amino)-2-methylpyrazolo[1,5-a]pyrimidine